C(=O)O.C1(CC(C(CC1)C(C)C)C(=O)O)C menthyl-carboxylic acid format